C1(=CC=C(C=C1)C1=CC(=NC(=N1)C1=CC=2C(C3=CC=CC=C3C2C=C1)(C1=CC=CC=C1)C1=CC=CC=C1)C=1C=NC=CC1)C1=CC=CC=C1 6-(biphenyl-4-yl)-2-(9,9-diphenyl-[9H]fluoren-2-yl)-4-(pyridin-3-yl)-pyrimidine